FC=1C=NC(=NC1)C=1C(=C(C=CC1)NC1=C(C(=O)NC)C=CC(=N1)NCC1=CC=C(C=C1)OC)OC ((3-(5-fluoropyrimidin-2-yl)-2-methoxyphenyl)amino)-6-((4-methoxyphenylmethyl)amino)-N-methylnicotinamide